CN(C)CC1=NN2C(CN(CCC2)C(=O)OC(C)(C)C)=C1 tert-butyl 2-[(dimethylamino)methyl]-4,6,7,8-tetrahydropyrazolo[1,5-a][1,4]diazepine-5-carboxylate